butyl 7-oxo-2,5,8-triazaspiro[3.5]nonane-2-carboxylate O=C1CNC2(CN(C2)C(=O)OCCCC)CN1